4-((tertbutyldiphenylsilyl)oxy)-3-methylbutanoate C(C)(C)(C)[Si](OCC(CC(=O)[O-])C)(C1=CC=CC=C1)C1=CC=CC=C1